4-(3-chloropropyl)-morpholine ClCCCN1CCOCC1